C(#N)C=1C(=CC(=C(C1)NS(=O)(=O)C=1C=C(C(=O)O)C=CC1C1CC1)C1=NC=CC=N1)F 3-(N-(5-cyano-4-fluoro-2-(pyrimidin-2-yl)phenyl)sulfamoyl)-4-cyclopropylbenzoic acid